FC(C(=O)O)(F)F.NC(C(=O)O)CCN 2,4-diaminobutyric acid trifluoroacetate